C(C1=CC=CC=C1)N1N=CN=N1 2-benzyl-2H-tetrazol